C(C)C1(C(C(C=CC1)C)(C(=O)[O-])CCC)C(=O)[O-] cis-1-ethyl-2-propyl-3-methylcyclohex-4-en-1,2-dicarboxylate